ClC=1C(=NC=2CN(CCC2C1)CC1=NC2=C(N1CC1COC1)C=C(C=C2)C(=O)O)OCC2=C(C=C(C=C2)Cl)F 2-({3-chloro-2-[(4-chloro-2-fluorophenyl)methoxy]-5,6,7,8-tetrahydro-1,7-naphthyridin-7-yl}methyl)-1-[(oxetan-3-yl)methyl]-1H-1,3-benzodiazole-6-carboxylic acid